cis-methyl 3-(2-hydroxyethoxy)cyclobutanecarboxylate OCCO[C@H]1C[C@H](C1)C(=O)OC